OC1=C(C=C(C=C1)C=CC(CC(C=CC1=CC(=C(C=C1)O)OC)=O)=O)OC 1,7-Bis(4-hydroxy-3-methoxyphenyl)-1,6-heptadiene-3,5-di-one